C1(CC1)C=1NC(=NN1)C1CC2(CN(C2)C(=O)N2CC3(C2)CC(C3)CC3=NC=CC(=C3)C(F)(F)F)C1 [6-(5-cyclopropyl-4H-1,2,4-triazol-3-yl)-2-azaspiro[3.3]heptan-2-yl]-[6-[[4-(trifluoromethyl)-2-pyridyl]methyl]-2-azaspiro[3.3]heptan-2-yl]methanone